N(CCO)(CCO)CCO.P(=O)(OC(C)CCCCCCCCCCCCCC)(O)O 2-hexadecyl phosphate triethanolamine salt